4-(3-Chloro-2-fluoro-6-methoxyphenyl)-6-methylnicotinic acid ClC=1C(=C(C(=CC1)OC)C1=CC(=NC=C1C(=O)O)C)F